2,4-dimethyl-1,5-octanediamine CC(CN)CC(C(CCC)N)C